2-(tert-Butoxycarbonyl)-L-alaninamide C(C)(C)(C)OC(=O)[C@](N)(C)C(=O)N